NC1=NC=CC(=N1)C(=O)N[C@@H]1CNC[C@H]1NC(=O)C1CCN(CC1)C(C1=C(C=CC(=C1)OC)O)=O 2-amino-N-[(3R,4R)-4-[1-(2-hydroxy-5-methoxybenzoyl)piperidine-4-amido]pyrrolidin-3-yl]pyrimidine-4-carboxamide